FC(C(=O)O)(F)F.CN(C1(CCC2(CN(C(N2CC(=O)O)=O)CC2=CC=C(C=C2)OC)CC1)C1=CC=CC=C1)C CIS-2-[8-dimethylamino-3-[(4-methoxyphenyl)-methyl]-2-oxo-8-phenyl-1,3-diazaspiro[4.5]decan-1-yl]-acetic acid 2,2,2-trifluoro-acetic acid salt